C1(=CC=CC=C1)S(=O)(=O)NC(=O)C=1C(=NC(=CC1)N1N=C(C=C1)OCCC1(CC1)C(F)(F)F)Cl N-(benzenesulfonyl)-2-chloro-6-[3-[2-[1-(trifluoromethyl)cyclopropyl]ethoxy]pyrazol-1-yl]pyridine-3-carboxamide